C(C=C)(=O)N1[C@@H](C[C@H](CC1)N1C=NC=2C(=NC=3C(N(C(=CC3C21)C(F)(F)F)C2=CC=CC1=CC=CC=C21)=O)C=2C(=NC=CC2)C)CC#N 2-((2S,4S)-1-acryloyl-4-(4-(2-methylpyridin-3-yl)-7-(naphthalen-1-yl)-6-oxo-8-(trifluoromethyl)-6,7-dihydro-1H-imidazo[4,5-c][1,7]naphthyridin-1-yl)piperidin-2-yl)acetonitrile